4-(2,5-dimethylpyrrol-1-yl)-2,3-difluoro-phenol CC=1N(C(=CC1)C)C1=C(C(=C(C=C1)O)F)F